COC1([C@@](O[C@@H]([C@H]1O)CO)(N1C=C(C=2C(=O)NC(NC(C(C)C)=O)=NC12)CNC(C(F)(F)F)=O)C(C1=CC=CC=C1)(C1=CC=CC=C1)C1=CC=CC=C1)OC Dimethoxytrityl-N2-isobutyryl-7-deaza-7-(trifluoroacetamido)methyl-2'-deoxyguanosine